4-bromomethyl-2,4-diphenyl-7-bromobenzoxazine BrCC1(CN(OC2=C1C=CC(=C2)Br)C2=CC=CC=C2)C2=CC=CC=C2